C1(CC1)NC(=O)C=1C=CC=C2C=CNC12 N-cyclopropyl-1H-indole-7-carboxamide